4-(tert-butyl)-N-(3',4'-dimethoxy-2-(2-trityl-2H-tetrazol-5-yl)-[1,1'-biphenyl]-4-yl)piperidine-1-carboxamide C(C)(C)(C)C1CCN(CC1)C(=O)NC1=CC(=C(C=C1)C1=CC(=C(C=C1)OC)OC)C=1N=NN(N1)C(C1=CC=CC=C1)(C1=CC=CC=C1)C1=CC=CC=C1